C[C@H](/C=C/[C@@H](C)C(C)C)[C@H]1CC[C@@H]2[C@@]1(CC[C@H]3[C@H]2CCC4=C3C=CC(=C4)O)C The molecule is a 3-hydroxy steroid that is (22E,24S)-24-methyl-19-norcholesta-1,3,5(10),22-tetraene substituted by a hydroxy group at position 3. It is isolated from Hainan soft coral Dendronephthya studeri. It has a role as a coral metabolite.